ClC1=NN(C=C1C1=NC=CC(=N1)NC=1N=CC2=C(C=CC(=C2C1)C(C)C)N1[C@@H]([C@H](C1)CS(=O)(=O)C)C)C1CC(C1)(O)C (1s,3s)-3-(3-Chloro-4-(4-((5-isopropyl-8-((2R,3S)-2-methyl-3-((methanesulfonyl)methyl)azetidin-1-yl)isoquinolin-3-yl)amino)pyrimidin-2-yl)-1H-pyrazol-1-yl)-1-methylcyclobutan-1-ol